2-bromo-1-(6-nitrobenzofuran-2-yl)ethan-1-one BrCC(=O)C=1OC2=C(C1)C=CC(=C2)[N+](=O)[O-]